Tert-butyl-4-[N-(4-methoxy-3-pyridyl)-4-(trifluoromethyl)anilino]piperidine-1-carboxylate C(C)(C)(C)OC(=O)N1CCC(CC1)N(C1=CC=C(C=C1)C(F)(F)F)C=1C=NC=CC1OC